FC(F)(F)C1(CC1)C(=O)O (trifluoromethyl)cyclopropane-1-carboxylic acid